N-(2-methylphenyl)-3,8-diazabicyclo[3.2.1]octane-8-carboxamide CC1=C(C=CC=C1)NC(=O)N1C2CNCC1CC2